OC[C@]1(N2CCC(C1=O)(CC2)C=2C=NC=CC2)COC (1R,2S,4R)-2-(hydroxymethyl)-2-(methoxymethyl)-4-(pyridin-3-yl)quinuclidin-3-one